C(CCCCCCC(=O)OCCCCCCC(C(F)(F)F)(F)F)(=O)OCC(COC(CCC(OCCCC\C=C/CC)OCCCC\C=C/CC)=O)COC(=O)OCC1CN(CCC1)CC 1-(3-((4,4-bis(((Z)-oct-5-en-1-yl)oxy)butanoyl)oxy)-2-(((((1-ethylpiperidin-3-yl)methoxy)carbonyl)oxy)methyl)propyl) 8-(7,7,8,8,8-pentafluorooctyl) octanedioate